C1(=CC=CC=C1)P(C1=C(C=CC=C1)C1=C(C=C(C=C1)SC)C/C(/C(=O)OCC)=C\C1=CC=CC=C1)C1=CC=CC=C1 (E)-ethyl 2-((2'-(diphenylphosphino)-4-(methylthio)-[1,1'-biphenyl]-2-yl) methyl)-3-phenylacrylate